C(C)(C)(C)OC(CNC(=O)C1=CC=NC2=CC=C(C=C12)C(C)O)=O (6-(1-hydroxyethyl)quinoline-4-carbonyl)glycine tert-butyl ester